N[C@@H]1[C@H](C[C@@H](OC1)C(=O)N1[C@H](C2=CC=CC=C2CC1)C1=CC=C(C=C1)F)N=[N+]=[N-] ((2R,4S,5R)-5-amino-4-azidotetrahydro-2H-pyran-2-yl)((S)-1-(4-fluorophenyl)-3,4-dihydroisoquinolin-2(1H)-yl)methanone